C(C1=CC=CC=C1)SC=1C=C2C=CC(N(C2=CC1F)C1=C(C=C(C(=C1)F)Br)OC)=O 6-(benzylthio)-1-(4-bromo-5-fluoro-2-methoxyphenyl)-7-fluoroquinolin-2(1H)-one